FC1=C(COC=2C=NC(=NC2)NC(=O)N2CCCC3=CC=C(N=C23)C=O)C(=C(C=C1OC)OC)F N-(5-((2,6-difluoro-3,5-dimethoxybenzyl)oxy)pyrimidin-2-yl)-7-formyl-3,4-dihydro-1,8-naphthyridine-1(2H)-carboxamide